N-[2-(benzyloxy)ethyl]azetidine-3-carboxamide hydrochloride Cl.C(C1=CC=CC=C1)OCCNC(=O)C1CNC1